NC=1C=C(C#N)C=CC1C=1OC=CC1 3-amino-4-(furan-2-yl)benzonitrile